FC1=CC=C(C[C@@]2(NCCC2)C(=O)O)C=C1 α-(4-fluorobenzyl)-proline